N-(2-methoxyphenyl)-4-(piperidine-1-carbonyl)benzamide COC1=C(C=CC=C1)NC(C1=CC=C(C=C1)C(=O)N1CCCCC1)=O